1,3-bis(4-aminophenoxy)neopentane CC(C)(COC1=CC=C(C=C1)N)COC2=CC=C(C=C2)N